(S)-6-isopropyl-2-methoxy-3-(3-methoxypropoxy)-9-(5-thioxo-4,5-dihydro-1H-1,2,4-triazol-3-yl)-5,6-dihydro-1H-pyrido[1,2-h][1,7]naphthyridin-10-one C(C)(C)C1CC=2C=C([C@@H](NC2C=2N1C=C(C(C2)=O)C2=NNC(N2)=S)OC)OCCCOC